1-((2R,5S)-4-(6-chloro-2-(3-(dimethylamino)azetidin-1-yl)-8-fluoro-7-(1-methyl-1H-indol-7-yl)quinazolin-4-yl)-2,5-dimethylpiperazin-1-yl)prop-2-en-1-one ClC=1C=C2C(=NC(=NC2=C(C1C=1C=CC=C2C=CN(C12)C)F)N1CC(C1)N(C)C)N1C[C@H](N(C[C@@H]1C)C(C=C)=O)C